4-aminomethyl-pyridine NCC1=CC=NC=C1